1-(6-amino-5-fluoropyridin-2-yl)-N-(5-cyano-2-methyl-6-(2H-1,2,3-triazol-2-yl)pyridin-3-yl)-5-(trifluoromethyl)-1H-pyrazole-4-carboxamide NC1=C(C=CC(=N1)N1N=CC(=C1C(F)(F)F)C(=O)NC=1C(=NC(=C(C1)C#N)N1N=CC=N1)C)F